Cl.NC1(CC1)C(=O)N[C@H]1CN(C[C@H](C1)C)C1=C2N=CC=NC2=C(C=C1)C#N 1-amino-N-((3R,5S)-1-(8-cyanoquinoxalin-5-yl)-5-methylpiperidin-3-yl)cyclopropanecarboxamide hydrochloride